O=C\1NC2=CC=CC=C2/C1=C/C1=CC=C(N1)C(=O)NC1=NN=C(N1)SCC1=CC(=CC=C1)OC(F)(F)F (Z)-5-((2-oxoindolin-3-ylidene)methyl)-N-(5-((3-(trifluoromethoxy)benzyl)thio)-4H-1,2,4-triazol-3-yl)-1H-pyrrole-2-carboxamide